6-[5-[1-[2-(aminomethyl)-3,3-difluoro-allyl]-5-oxo-1,2,4-triazol-4-yl]-2-pyridyl]-1-methyl-3,4-dihydroquinolin-2-one NCC(CN1N=CN(C1=O)C=1C=CC(=NC1)C=1C=C2CCC(N(C2=CC1)C)=O)=C(F)F